3-hexenylmethyldiethoxysilane C(CC=CCC)[Si](OCC)(OCC)C